5-acetoxyl-5-(naphthalene-2-yl)penta-2,3-dienoic acid ethyl ester C(C)OC(C=C=CC(C1=CC2=CC=CC=C2C=C1)OC(=O)C)=O